(3-((2'-methyl-[3,3'-bipyridin]-6-yl)methyl)-1,2,3-oxadiazol-3-ium-5-yl)((5-(trifluoromethyl)pyridin-3-yl)carbamoyl)amide CC1=NC=CC=C1C=1C=NC(=CC1)C[N+]1=NOC(=C1)[N-]C(NC=1C=NC=C(C1)C(F)(F)F)=O